OC=1C=C(C=CC1)C[C@@H](CC)P(OCC)(=O)C ethyl ((R)-1-(3-hydroxyphenyl)butan-2-yl)(methyl)phosphinate